C(C1=CC=CC=C1)C(C#N)(C#N)C/C(=C\I)/C1=CC=CC=C1 (E)-2-benzyl-2-(3-iodo-2-phenylallyl)malononitrile